methyl 2,2,4-trimethyl-3-hydroxyvalerate CC(C(=O)OC)(C(C(C)C)O)C